(1s,4s)-1-imino-4-(4-amino-5-methyl-1H-pyrazol-1-yl)-hexahydro-1λ6-thiopyran 1-oxide N=S1(CCC(CC1)N1N=CC(=C1C)N)=O